rac-(1S*,2S*)-2-(5-chloro-3-cyanothiophen-2-yl)-N-(4-(((6-cyclopropylimidazo[1,2-a]pyridin-2-yl)methyl)amino)pyridin-2-yl)cyclopropane-1-carboxamide ClC1=CC(=C(S1)[C@@H]1[C@H](C1)C(=O)NC1=NC=CC(=C1)NCC=1N=C2N(C=C(C=C2)C2CC2)C1)C#N |r|